5-(3-(3,5-bis(trifluoromethyl)phenyl)-1H-1,2,4-triazol-1-yl)-1-phenyl-1H-imidazole-4-carbonitrile FC(C=1C=C(C=C(C1)C(F)(F)F)C1=NN(C=N1)C1=C(N=CN1C1=CC=CC=C1)C#N)(F)F